CC1=C(C=NC(=C1)C(CC)=O)C=1C=2N(C3=C(C1)N=C(S3)NC(=O)C3CC3)C=NN2 N-(5-(4-methyl-6-propionylpyridin-3-yl)thiazolo[4,5-e][1,2,4]triazolo[4,3-a]pyridin-2-yl)cyclopropanecarboxamide